BrC1=C(C=CC=C1N(C1=CC=CC=C1)C1=CC=CC=C1)N(C1=CC=CC=C1)C1=CC=CC2=CC=CC=C12 2-bromo-N1-(naphthalen-1-yl)-N1,N3,N3-triphenylbenzene-1,3-diamine